N-(3-((3-(9H-purin-6-yl)pyridin-2-yl)amino)-4-methylphenyl)-3-fluoro-5-methyl-4-(trifluoromethyl)picolinamide N1=CN=C2NC=NC2=C1C=1C(=NC=CC1)NC=1C=C(C=CC1C)NC(C1=NC=C(C(=C1F)C(F)(F)F)C)=O